C(C1=CC=CC=C1)C1=CC=C(O1)C=NO cis-5-benzyl-2-furaldehyde oxime